FC(OC1=CC=CC(=N1)C(=O)N1CC2CCC(CC1)N2CC2=C(N=C1N2C=CC=N1)C1=CC=C(C=C1)C(C)C)F [6-(difluoromethoxy)pyridin-2-yl][9-{[2-(4-isopropylphenyl)imidazo[1,2-a]pyrimidin-3-yl]methyl}-3,9-diazabicyclo[4.2.1]non-3-yl]methanone